C(C)(C)(C)OC(=O)N1CC2=C(C=C(C=C2CC1)C(F)F)B(O)O (2-(Tert-Butoxycarbonyl)-6-(difluoromethyl)-1,2,3,4-tetrahydroisoquinolin-8-yl)boronic acid